(R)-5-methyl-2-(8-methyl-4-(piperidin-3-ylamino)phthalazin-1-yl)phenol CC=1C=CC(=C(C1)O)C1=NN=C(C2=CC=CC(=C12)C)N[C@H]1CNCCC1